ethyl 4-(4-{4-[(tert-butoxycarbonyl)amino]butanamido}-1-methylpyrrole-2-amido)-1-methylimidazole-2-carboxylate C(C)(C)(C)OC(=O)NCCCC(=O)NC=1C=C(N(C1)C)C(=O)NC=1N=C(N(C1)C)C(=O)OCC